[1,5]diazocinediamine N1=C(C(=CN=CC=C1)N)N